C(C)(=O)C1=C(C=C(C=C1)B(O)O)F (4-Acetyl-3-fluorophenyl)boronic acid